S1C=NC2=C1C=1C=CC(=CC1OC2)CNSC(C)(C)C N-((4H-chromeno[3,4-d]thiazol-7-yl)methyl)-2-methylpropane-2-sulfenamide